tert-butyl (S)-4-(7-bromo-2-chloro-8-Fluoroquinazolin-4-yl)-2-(cyanomethyl)piperazine-1-carboxylate BrC1=CC=C2C(=NC(=NC2=C1F)Cl)N1C[C@@H](N(CC1)C(=O)OC(C)(C)C)CC#N